2-Deuterio-5-[(2S,6R)-6-methyl-11-[(3S)-pyrrolidin-3-yl]oxy-4,7,10-triazatricyclo[7.4.0.02,7]trideca-1(9),10,12-trien-4-yl]quinoline-8-carbonitrile [2H]C1=NC2=C(C=CC(=C2C=C1)N1C[C@@H]2C=3C=CC(=NC3CN2[C@@H](C1)C)O[C@@H]1CNCC1)C#N